6-bromo-2,3,4,5-tetrahydro-1H-pyrido[4,3-b]indole hydrochloride Cl.BrC1=CC=CC=2C3=C(NC12)CCNC3